[Na+].[Na+].OC(C(=O)[O-])=S=O.OC(C(=O)[O-])=S=O 2-hydroxy-2-sulfinyl-acetic acid, disodium salt